2-[(E)-carbazol-9-yliminomethyl]benzene-1,4-diol C1=CC=CC=2C3=CC=CC=C3N(C12)\N=C\C1=C(C=CC(=C1)O)O